S-Isopropyl (S)-2-(2-((S)-1-(2,3-difluorobenzyl)-5-thioxopyrrolidin-2-yl)acetamido)-3-methylbutanethioate FC1=C(CN2[C@@H](CCC2=S)CC(=O)N[C@H](C(SC(C)C)=O)C(C)C)C=CC=C1F